ClC1=CC(=C(OCC=2C=NC=C(C#N)C2)C=C1OC1CCC2=C(C=CC=C12)C1=C(C(=CC=C1)OCCCNC[C@@H](CO)O)Cl)CO 5-((4-Chloro-5-((4-(2-chloro-3-(3-(((S)-2,3-dihydroxypropyl)amino)propoxy)phenyl)-2,3-dihydro-1H-inden-1-yl)oxy)-2-(hydroxymethyl)phenoxy)methyl)nicotinonitril